5-benzyl-1,3-dimethyl-1,3,5-triazin-2-one C(C1=CC=CC=C1)N1CN(C(N(C1)C)=O)C